(R)-4-(4-((dimethyl(oxo)-λ6-sulfanylidene)amino)-6-(3-methylmorpholino)pyrimidin-2-yl)-1H-pyrrolo[2,3-b]pyridine-6-carbonitrile CS(=O)(C)=NC1=NC(=NC(=C1)N1[C@@H](COCC1)C)C1=C2C(=NC(=C1)C#N)NC=C2